FC1=CC(=C(C=C1C(NC1=NC=C(N=C1)N1[C@@H](CCC1)COC)=O)NC(=O)C1=CN=C(S1)C)C N-[4-fluoro-5-[[5-[(2S)-2-(methoxymethyl)pyrrolidin-1-yl]pyrazin-2-yl]carbamoyl]-2-methylphenyl]-2-methyl-1,3-thiazole-5-carboxamide